(±)-3-(4'-cyano-1,1'-biphenyl-3-yloxycarbonyl)-2,4-di(2-methoxyphenyl)cyclobutane-1-carboxylic acid C(#N)C1=CC=C(C=C1)C1=CC(=CC=C1)OC(=O)C1C(C(C1C1=C(C=CC=C1)OC)C(=O)O)C1=C(C=CC=C1)OC